(4-(cyclopropylmethyl)tetrahydro-2H-pyran-4-yl)methylamine hydrochloride Cl.C1(CC1)CC1(CCOCC1)CN